1-bromo-4-chloro-3-fluoro-2-[(E)-2-methoxyvinyl]benzene BrC1=C(C(=C(C=C1)Cl)F)\C=C\OC